2-trifluoromethyl-4-benzyl-quinoline FC(C1=NC2=CC=CC=C2C(=C1)CC1=CC=CC=C1)(F)F